[Si](C)(C)(C(C)(C)C)C#CC1=NC=C(C(=N1)C)C1=C(C2=C(N=CN=C2N)N1C)C1=CC=C(C=C1)OC1=NC=CC(=N1)C 6-{2-[2-(tert-butyldimethylsilyl)ethynyl]-4-methylpyrimidin-5-yl}-7-methyl-5-{4-[(4-methylpyrimidin-2-yl)oxy]phenyl}-7H-pyrrolo[2,3-d]pyrimidin-4-amine